1-(2,2-diethoxyethyl)-6-(4-fluorophenyl)-4-hydroxy-2-oxo-N-(spiro[2.3]hexan-5-yl)-1,2-dihydro-1,8-naphthyridine-3-carboxamide C(C)OC(CN1C(C(=C(C2=CC(=CN=C12)C1=CC=C(C=C1)F)O)C(=O)NC1CC2(CC2)C1)=O)OCC